2-amino-5-fluoro-4-picoline NC1=NC=C(C(=C1)C)F